CC1=CC(=CC2=CC=CC=C12)C 1-methyl-3-methylnaphthalene